N1=C(C=CC=C1)NC1=NC(=NS1)C1=NC=CC=C1 N,3-di(pyridin-2-yl)-1,2,4-thiadiazol-5-amine